2-methylbenzoate (methyl 5-((R)-2-(((tert-butoxycarbonyl)((R)-1-(naphthalen-1-yl)ethyl)amino)methyl)-2H-chromen-4-yl)-2-methylbenzoate) CC=1C(=C(C(=O)O)C=C(C1)C1=C[C@@H](OC2=CC=CC=C12)CN([C@H](C)C1=CC=CC2=CC=CC=C12)C(=O)OC(C)(C)C)C.CC1=C(C(=O)O)C=CC=C1